2-[5-({3-[1-(2-methoxyethyl)-4-[(1-methylpiperidin-4-yl)amino]-1H-indol-2-yl]prop-2-yn-1-yl}amino)pyridin-2-yl]-2-methylpropanenitrile COCCN1C(=CC2=C(C=CC=C12)NC1CCN(CC1)C)C#CCNC=1C=CC(=NC1)C(C#N)(C)C